ClC=1C=C(NC2(CCC3([C@H](CC4=CC=CC=C34)C[C@H](COC3=CC=NC=4[C@@H](CCCC34)F)C)CC2)C(=O)OC)C=CC1 methyl (1r,2'S,4S)-4-(3-chloroanilino)-2'-[(2R)-3-{[(8R)-8-fluoro-5,6,7,8-tetrahydroquinolin-4-yl]oxy}-2-methylpropyl]-2',3'-dihydrospiro[cyclohexane-1,1'-indene]-4-carboxylate